4-[(quinolin-4-yl)amino]benzoic acid N1=CC=C(C2=CC=CC=C12)NC1=CC=C(C(=O)O)C=C1